3-((R)-1-((3-(1-acetyl-4-ethoxypiperidin-4-yl)-1,7-dimethyl-8-(((R)-1-methylpyrrolidin-2-yl)methoxy)-2-oxo-1,2-dihydro-1,6-naphthyridin-5-yl)amino)ethyl)-2-fluorobenzonitrile C(C)(=O)N1CCC(CC1)(OCC)C=1C(N(C2=C(C(=NC(=C2C1)N[C@H](C)C=1C(=C(C#N)C=CC1)F)C)OC[C@@H]1N(CCC1)C)C)=O